CN(CC(=O)NC1CC(C1)NC(OC(C)(C)C)=O)C tert-Butyl N-[3-[[2-(dimethylamino)acetyl]amino]cyclobutyl]carbamate